C(C)(C)(C)OC(C[C@@H]1OC(O[C@H](C1)C=CC=1C(=NC2=CC=CC=C2C1C1=CC=C(C=C1)F)C1CC1)(C)C)=O (4R-6R)-6-[[(1E)-2-cyclopropyl-4-(4-fluorophenyl)-3-quinolinyl]ethenyl]-2,2-dimethyl-1,3-dioxane-4-acetic acid tert-butyl ester